OC(CCOC(C(=C)CC(=O)O)=O)O itaconic acid dihydroxypropyl ester